O=C1N(C=CC=C1NC(=O)[C@H]1[C@@H]2CCCO[C@H]12)C1=CC=CC=C1 |o1:10,11,16| rel-(1S,6S,7S)-N-(2-oxo-1-phenyl-3-pyridyl)-2-oxabicyclo[4.1.0]heptane-7-carboxamide